2-(3-bromophenyl)-ethanol BrC=1C=C(C=CC1)CCO